((6-methoxy-2-methyl-1,2,3,4-tetrahydroisoquinolin-7-yl)amino)-5-((2-(methoxymethyl)phenyl)amino)-N-(methyl-d3)-1,2,4-triazine-6-carboxamide COC=1C=C2CCN(CC2=CC1NC=1N=NC(=C(N1)NC1=C(C=CC=C1)COC)C(=O)NC([2H])([2H])[2H])C